1-((6-aminopyrimidin-4-yl)methyl)-5,5-dimethyl-3-(4-((trifluoromethyl)thio)phenyl)imidazolidine-2,4-dione NC1=CC(=NC=N1)CN1C(N(C(C1(C)C)=O)C1=CC=C(C=C1)SC(F)(F)F)=O